phosphorus zirconium oxide [O-2].[Zr+4].[P+3]